C(C)C1=CSC2=C1C=NC=C2NC2C(CN(CC2)CC(COC)O)F 3-ethyl-7-((3-fluoro-1-(2-hydroxy-3-methoxypropyl)piperidin-4-yl)amino)thieno[3,2-c]pyridin